Cl.OC1=C(C(N(C2=CC=CC=C12)CC(C)C)=O)C(=O)NC1=C(C=CC=C1)N1CCN(CC1)C 4-Hydroxy-1-Isobutyl-N-(2-(4-Methylpiperazin-1-yl)Phenyl)-2-Oxo-1,2-Dihydroquinoline-3-Carboxamide Hydrochloride Salt